C(C)(C)(C)OC(=O)N1C(C\C(\CC1)=C/OC)(C)C (Z)-4-(methoxymethylene)-2,2-dimethylpiperidine-1-carboxylic acid tert-butyl ester